ClC=1N=C(C2=C(N1)C(=C1N2C=CN=C1C1=C2C=NN(C2=CC(=C1C1CC1)C)C1OCCCC1)Cl)N1CCOC[C@](C1)(O)C (6S)-4-(2,10-dichloro-9-(5-cyclopropyl-6-methyl-1-(tetrahydro-2H-pyran-2-yl)-1H-indazol-4-yl)pyrazino[1',2':1,5]pyrrolo[3,2-d]pyrimidin-4-yl)-6-methyl-1,4-oxazepan-6-ol